COC=1SC(=C(C1CCN)CCC)OC 2,5-dimethoxy-4-n-propylthienylethylamine